3-Amino-5-methyl-1,6-dihydro-7H-pyrrolo[2,3-c]pyridin-7-one NC1=CNC=2C(NC(=CC21)C)=O